N-[(1R)-1-(4-Ethoxyphenyl)-2-methoxyethyl]-6'-fluoro-2',3'-dihydrospiro[cyclopropane-1,1'-indene]-2-carboxamide C(C)OC1=CC=C(C=C1)[C@H](COC)NC(=O)C1CC12CCC1=CC=C(C=C21)F